C(C=C)(=O)OC(C)COC(C)COC(C)COC(C)COC(C=C)=O tetra-propylene glycol diacrylate